(3-(4-(5-((1-(4-(3-(5-(tert-butyl) isoxazol-3-yl) ureido) phenyl)-1H-benzo[d]imidazol-5-yl) oxy) pentanoylamino)-1-oxoisoindol-2-yl)-2,6-dioxopiperidin-1-yl) methylbutanoate CC(C(=O)ON1C(C(CCC1=O)N1C(C2=CC=CC(=C2C1)NC(CCCCOC1=CC2=C(N(C=N2)C2=CC=C(C=C2)NC(=O)NC2=NOC(=C2)C(C)(C)C)C=C1)=O)=O)=O)CC